CC[C@H](C)C(=O)O[C@@H]1CC[C@@]([C@]2([C@H]1[C@@]([C@@H](C[C@@H]2OC(=O)C)C)(C)C[C@@H](C3=CC(=O)OC3)OC(=O)C)COC(=O)C)(CCl)O The molecule is a diterpene lactone isolated from the whole plants of Ajuga ciliata. It has a role as a plant metabolite. It is a diterpene lactone, an acetate ester, a butenolide, a carbobicyclic compound, an organochlorine compound and a tertiary alcohol.